C(C)(C)C1=CC(=NN1)NC1=CN=CC(=N1)O[C@@H]1[C@@H]([C@H]2CC[C@@H](C1)N2C(=O)OC(C)(C)C)C tert-butyl (1R,2R,3S,5S)-3-((6-((5-isopropyl-1H-pyrazol-3-yl)amino)pyrazin-2-yl)oxy)-2-methyl-8-azabicyclo[3.2.1]octane-8-carboxylate